ClC1=C(C=C(C=C1)C12N=C(OC1[C@H]([C@@H]([C@H](O2)CO)O)O)C)CC=2C=CC1=C(CCO1)C2 (5R,6S,7S)-3a-(4-chloro-3-((2,3-dihydrobenzofuran-5-yl)methyl)phenyl)-5-(hydroxymethyl)-2-methyl-5,6,7,7a-tetrahydro-3aH-pyrano[2,3-d]oxazole-6,7-diol